C(C)C1=C(C(=CC=C1O)C)C1=C(C2=C(N=C1)NC(=C2)C=2C=NC(=NC2)C)C#N 5-(2-ethyl-3-hydroxy-6-methylphenyl)-2-(2-methylpyrimidin-5-yl)-1H-pyrrolo[2,3-b]pyridine-4-carbonitrile